5-ethoxyethyl-7-oxo-bicyclo[2.2.1]Hept-2-ene C(C)OCCC1C2C=CC(C1)C2=O